N-((2-(6-((cis)-2,6-dimethylmorpholino)pyridin-2-yl)-1,6-naphthyridin-7-yl)methyl)-1-(methylsulfonyl)-1H-indole-6-carboxamide C[C@@H]1O[C@@H](CN(C1)C1=CC=CC(=N1)C1=NC2=CC(=NC=C2C=C1)CNC(=O)C1=CC=C2C=CN(C2=C1)S(=O)(=O)C)C